tin ruthenium tantalum [Ta].[Ru].[Sn]